C(CCCCCCCCC)N(CCCCCCCCCC)CCCCCCCCCC tri(n-decyl)amine